OC1=C(C=CC(=C1)OCCCCCC)C1=NC(=NC(=N1)C1=CC=CC=C1)C1=CC=CC=C1 2-(2'-hydroxy-4'-hexyloxy-phenyl)-4,6-diphenyl-1,3,5-triazine